FC1=C(C=CC(=C1)C)C1=NC(=CC=2C1=NC(=C(N2)C)C)[C@@H]2C[C@@H](OCC2)C=2C=NN(C2)C 5-(2-fluoro-4-methylphenyl)-2,3-dimethyl-7-((2R,4S)-2-(1-methyl-1H-pyrazol-4-yl)tetrahydro-2H-pyran-4-yl)pyrido[3,4-b]pyrazine